(R)-sulfamic acid 2-((tert-butoxycarbonyl) amino)-3-phenylpropyl ester C(C)(C)(C)OC(=O)N[C@@H](COS(N)(=O)=O)CC1=CC=CC=C1